2,5-di(2-thienyl)furane S1C(=CC=C1)C=1OC(=CC1)C=1SC=CC1